FC1=C(C=CC(=C1)F)C1=NC(=CN2C1=NC(=C(C2=O)F)C)[C@H]2C[C@H](O[C@H](C2)C=2C=NN(C2)C)C 9-(2,4-difluorophenyl)-3-fluoro-2-methyl-7-((2R,4S,6R)-2-methyl-6-(1-methyl-1H-pyrazol-4-yl)tetrahydro-2H-pyran-4-yl)-4H-pyrazino[1,2-a]pyrimidin-4-one